tert-butyl 4-(5-(benzylamino)isoxazol-3-yl)piperidine-1-carboxylate C(C1=CC=CC=C1)NC1=CC(=NO1)C1CCN(CC1)C(=O)OC(C)(C)C